(1-(5-(2-((4-(trifluoromethyl)phenyl)amino)phenyl)-1,3,4-oxadiazol-2-yl)cyclopropyl)methanol FC(C1=CC=C(C=C1)NC1=C(C=CC=C1)C1=NN=C(O1)C1(CC1)CO)(F)F